2-[4-(2-hydroxyethoxy)styryl]-4,6-bis(trichloromethyl)-1,3,5-triazine OCCOC1=CC=C(C=CC2=NC(=NC(=N2)C(Cl)(Cl)Cl)C(Cl)(Cl)Cl)C=C1